Benzyl (S)-(1-aminopropan-2-yl)(methyl)carbamate NC[C@H](C)N(C(OCC1=CC=CC=C1)=O)C